1,3-bis(3-phenyl-4-hydroxyphenyl)-5-propyl-7-isopropyladamantane C1(=CC=CC=C1)C=1C=C(C=CC1O)C12CC3(CC(CC(C1)(C3)C(C)C)(C2)CCC)C2=CC(=C(C=C2)O)C2=CC=CC=C2